3-(5-(2-(2H-1,2,3-triazol-2-yl)acetyl)-2-isopropoxyphenyl)-2-(piperazin-1-ylmethyl)pyrido[2,3-d]pyrimidin-4(3H)-one N=1N(N=CC1)CC(=O)C=1C=CC(=C(C1)N1C(=NC2=C(C1=O)C=CC=N2)CN2CCNCC2)OC(C)C